3-(benzyloxymethyl)-5-(difluoromethyl)-4-methyl-4H-1,2,4-triazole C(C1=CC=CC=C1)OCC1=NN=C(N1C)C(F)F